ClC=1C(NN=CC1N1C[C@@H](CC1)OC1=NC=CC(=C1)N1[C@H]2CC(C[C@@H]1CC2)(F)F)=O 4-chloro-5-((R)-3-((4-((1R,5S)-3,3-difluoro-8-azabicyclo[3.2.1]octan-8-yl)pyridin-2-yl)oxy)pyrrolidin-1-yl)pyridazin-3(2H)-one